dimethyl-diaminophenylmethane CC=1C(=C(C=CC1)C(N)N)C